3-(piperazin-1-yl)-N-(4-(trifluoromethyl)bicyclo[1.1.1]pentan-2-yl)pyrazin-2-amine N1(CCNCC1)C=1C(=NC=CN1)NC1C2C(C1C2)C(F)(F)F